NCCC=1NC2=CC=CC=C2C1 2-(2-aminoethyl)indole